ClC=1C(=C(C(=C(C1)CC#N)C)OC)OC 2-(5-chloro-3,4-dimethoxy-2-methylphenyl)acetonitrile